CC=1C(C2=CC3=CC=C(C=C3C2=CC1)C)=O 2,6-dimethyl-fluorenone